(4R,5S,6R)-5-hydroxy-6-(hydroxymethyl)tetrahydro-2H-pyran-2,4-diacetic acid O[C@H]1[C@H](CC(O[C@@H]1CO)CC(=O)O)CC(=O)O